3-(N,N-dimethylaminopropyl)aminopropyl-methyldimethoxysilane CN(C)CCCNCCC[Si](OC)(OC)C